ClC=1C=C2C(=NC1)N=CC21CC1 5'-Chlorospiro[cyclopropane-1,3'-pyrrolo[2,3-b]pyridine]